methylindane CC1CCC2=CC=CC=C12